(R)-N-(1-(4-chlorophenyl)-2,2,2-trifluoroethyl)-5-cyano-N-methylpyridine-3-sulfonamide ClC1=CC=C(C=C1)[C@H](C(F)(F)F)N(S(=O)(=O)C=1C=NC=C(C1)C#N)C